CC1=CC2=C(N=C(N=C2NCCCC2=CC=CC=C2)S(=O)(=O)C)S1 6-methyl-2-(methylsulfonyl)-N-(3-phenylpropyl)thieno[2,3-d]pyrimidin-4-amine